C(C)C=1C=CC=C2C=C(C=C(C12)C=1C=C2N=C(N=C3C2=C(OCC2[C@H]4CC[C@@H](CN32)N4C(=O)OC(C)(C)C)N1)F)OCOC tert-butyl (6R,9S)-2-(8-ethyl-3-(methoxymethoxy)naphthalen-1-yl)-12-fluoro-5a,6,7,8,9,10-hexahydro-5H-4-oxa-3,10a,11,13,14-pentaaza-6,9-methanonaphtho[1,8-ab]heptalene-14-carboxylate